3-ethyl-7-iodo-8-methoxy-5-phenyl-3-propyl-2,3-dihydro-1,5-benzothiazepin-4(5H)-one C(C)C1(CSC2=C(N(C1=O)C1=CC=CC=C1)C=C(C(=C2)OC)I)CCC